Imidazo[2,1-f][1,2,4]triazin-4-amine N=1N2C(C(=NC1)N)=NC=C2